ClC1=CC=2CN(C[C@H](OC2C2=CC=CC=C12)CC)CC=1C=C(C=CC1C)C(C(C(=O)O)(C)C)C1=C(C2=C(N(N=N2)C)C=C1)C 3-(3-(((R)-7-chloro-2-ethyl-2,3-dihydronaphtho[2,1-f][1,4]oxazepin-4(5H)-yl)methyl)-4-methylphenyl)-3-(1,4-dimethyl-1H-benzo[d][1,2,3]triazol-5-yl)-2,2-dimethylpropionic acid